Eicosanol propionate C(CC)(=O)OCCCCCCCCCCCCCCCCCCCC